dibutyl peroxy dicarbonate C(OCCCC)(OOOOC(OCCCC)=O)=O